OC1=C(C(NC(=N1)C1=NC=CC=C1)=O)C(F)(F)F 6-hydroxy-2-(2-pyridyl)-5-(trifluoromethyl)-4(3H)-pyrimidinone